(5-(3-(1-methyl-1H-1,2,4-triazol-5-yl)phenyl)-8-(methylamino)-2,7-naphthyridin-3-yl)cyclopropanecarboxamide CN1N=CN=C1C=1C=C(C=CC1)C1=C2C=C(N=CC2=C(N=C1)NC)C1(CC1)C(=O)N